C\C(=C(/C(=O)O)\C1=C(C=CC=C1)COC=1N(N=C(C1)C1=CC=C(C=C1)Cl)C)\OC methyl-(E)-2-[2-[[5-(4-chlorophenyl)-2-methylpyrazol-3-yl]oxymethyl]phenyl]-3-methoxypropan-2-enoic acid